3-(4-acetylpiperazin-1-yl)-6,7,7a,8,10,11-hexahydro-9H-pyrazino[1,2-d]pyrido[3,2-b][1,4]oxazepin C(C)(=O)N1CCN(CC1)C1=CC=2OCCC3N(C2N=C1)CCNC3